FC=1C=C2C(=CN3C2=C(C1)CN(CC3)C(=O)N3CCC(CC3)CNC)C=3C(NC(C3C3=CN=C1N3C=CC=C1)=O)=O 3-(9-fluoro-2-(4-((methylamino)methyl)piperidine-1-carbonyl)-1,2,3,4-tetrahydro-[1,4]diazepino[6,7,1-hi]indol-7-yl)-4-(imidazo[1,2-a]pyridin-3-yl)-1H-pyrrole-2,5-dione